C/C(/C(=O)OC)=C\C(=N\S(=O)(=O)C1=CC=C(C)C=C1)\C1=CC=CC=C1 Methyl (2E,4Z)-2-methyl-4-phenyl-4-(tosylimino)but-2-enoate